N1CC(C1)N(C1=NC(=NC2=C(C(=C(C=C12)Cl)C1=CC=C(C2=C1N=C(S2)N)F)F)OCC21CCCN1CCC2)C 4-(4-(azetidin-3-yl(methyl)amino)-6-chloro-8-fluoro-2-((tetrahydro-1H-pyrrolizin-7a(5H)-yl)methoxy)quinazolin-7-yl)-7-fluorobenzo[d]thiazol-2-amine